2-amino-6-(difluoromethoxy)-4-(6-(6-((6-methoxypyridin-3-yl)methyl)-3,6-diazabicyclo[3.1.1]heptan-3-yl)pyridin-3-yl)pyrazolo[1,5-a]pyridine-3-carbonitrile NC1=NN2C(C(=CC(=C2)OC(F)F)C=2C=NC(=CC2)N2CC3N(C(C2)C3)CC=3C=NC(=CC3)OC)=C1C#N